C(N)(OCC1=CC=CC=C1)=O (S)-alpha-tolyl carbamate